6-hydroxy-2H-pyran-2-one OC1=CC=CC(O1)=O